C(C1=CC=CC=C1)(=O)OOC(C)(C)CC tert-amyl peroxybenzoate